FC1(CCC(CC1)N(C1=C(C=C(C=C1)C1(CCCC1)C#N)[N+](=O)[O-])CC(=C)C)F 1-[4-[(4,4-difluorocyclohexyl)(2-methylpropan-2-en-1-yl)amino]-3-nitrophenyl]cyclopentane-1-carbonitrile